3-((4-(methoxycarbonyl)-1H-indol-5-yl)oxy)benzimidothioic acid COC(=O)C1=C2C=CNC2=CC=C1OC=1C=C(C(=N)S)C=CC1